3-Chlorobenzyl ((2S)-3-cyclohexyl-1-((4-(cyclopropylamino)-1-(5,5-dimethyl-2-oxopyrrolidin-3-yl)-3-hydroxy-4-oxobutan-2-yl)amino)-1-oxopropan-2-yl)carbamate C1(CCCCC1)C[C@@H](C(=O)NC(CC1C(NC(C1)(C)C)=O)C(C(=O)NC1CC1)O)NC(OCC1=CC(=CC=C1)Cl)=O